OC1C=C(NC1)C(=O)NCC1=CC=C(C=C1)C1=C(N=CS1)C 4-hydroxy-N-(4-(4-methylthiazol-5-yl)benzyl)pyrroline-2-Carboxamide